(E)-3-(1,3-benzodioxol-5-yl)-N-(3-methylsulfanyl-propyl)-N-phenyl-prop-2-enamide O1COC2=C1C=CC(=C2)/C=C/C(=O)N(C2=CC=CC=C2)CCCSC